C1(CCCCC1)OC([C@H](C)N=P(=O)OC1=C(C=CC=C1)OC[C@H]1O[C@H]([C@]([C@@H]1O)(C)F)N1C(NC(C=C1)=O)=O)=O (S)-2-{[(2r,3r,4r,5r)-5-(2,4-dioxo-3,4-dihydro-2H-pyrimidin-1-yl)-4-fluoro-3-hydroxy-4-methyl-tetrahydro-furan-2-ylmethoxy]-phenoxy-phosphorylamino}-propionic acid cyclohexyl ester